2-chloro-N-(2-(2,6-dioxopiperidin-3-yl)-1,3-dioxoisoindolin-4-yl)acetamide ClCC(=O)NC1=C2C(N(C(C2=CC=C1)=O)C1C(NC(CC1)=O)=O)=O